2-chloro-4-(cyclohexyloxy)-5-methyl-pyrimidine ClC1=NC=C(C(=N1)OC1CCCCC1)C